N-(4-(8-fluoro-1,2,3,5-tetrahydro-4H-benzo[e][1,4]diazepine-4-yl)-2,6-dimethyl-Phenyl)-3,3-dimethylbutanamide FC=1C=CC2=C(NCCN(C2)C2=CC(=C(C(=C2)C)NC(CC(C)(C)C)=O)C)C1